methyl-dibutylbutanone oxime CCC(C(C)(CCCC)CCCC)=NO